(R)-3-(3-chloro-4-fluorophenyl)-1-isobutyl-1-(1-(1-oxo-1,2-dihydro-isoquinolin-4-yl)ethyl)urea ClC=1C=C(C=CC1F)NC(N([C@H](C)C1=CNC(C2=CC=CC=C12)=O)CC(C)C)=O